CS(=O)(=O)O.NC1=C(C=CC=C1)NC(\C=C\C1=CN(C=C1)S(=O)(=O)C1=CC=C(C=C1)C=1C=NN(C1)C)=O (E)-N-(2-Amino-phenyl)-3-{1-[4-(1-methyl-1H-pyrazol-4-yl)-benzenesulfonyl]-1H-pyrrol-3-yl}-acrylamide methanesulfonate